(S)-5-(5-(3,5-dimethylisoxazol-4-yl)-1-((R)-1-(methylsulfonyl)pyrrolidin-3-yl)-1H-benzo[d]imidazol-2-yl)-1-(pyridin-3-yl)pyrrolidin-2-one CC1=NOC(=C1C1=CC2=C(N(C(=N2)[C@@H]2CCC(N2C=2C=NC=CC2)=O)[C@H]2CN(CC2)S(=O)(=O)C)C=C1)C